6-bromo-7-(2,4-difluorophenoxy)-3-(ethylsulfonyl)imidazo[1,5-a]pyridine BrC=1C(=CC=2N(C1)C(=NC2)S(=O)(=O)CC)OC2=C(C=C(C=C2)F)F